Bis(2-cyanoethyl) (1-(((2R,3R,4R,5R)-5-(2,4-dioxo-3,4-dihydropyrimidin-1(2H)-yl)-3-hydroxy-4-methoxytetrahydrofuran-2-yl)methyl)-1H-1,2,3-triazol-4-yl)phosphonate O=C1N(C=CC(N1)=O)[C@H]1[C@@H]([C@@H]([C@H](O1)CN1N=NC(=C1)P(OCCC#N)(OCCC#N)=O)O)OC